ClC=1C=C(C=CC1Cl)CCNCC1=C(N=C2SC=CN21)C2=CC=C(C=C2)F 2-(3,4-dichlorophenyl)-N-((6-(4-fluorophenyl)imidazo[2,1-b]thiazol-5-yl)methyl)ethan-1-amine